CN1C=NC(=C1)N1C=CC=2C1=NC(=CC2CN2CCCC2)C=2C=C1CN(C(C1=CC2)=O)C2C(NC(CC2)=O)=O 3-(5-(1-(1-methyl-1H-imidazol-4-yl)-4-(pyrrolidin-1-ylmethyl)-1H-pyrrolo[2,3-b]pyridin-6-yl)-1-oxoisoindolin-2-yl)piperidine-2,6-dione